2-hydroxy-4-ethoxy-4'-isopropoxy-benzophenone OC1=C(C(=O)C2=CC=C(C=C2)OC(C)C)C=CC(=C1)OCC